FC=1C(=NC(=NC1)NC1=CC(=CC=C1)N1CCN(CC1)C(=O)N1CCOCC1)N1C=C(C2=CC=CC=C12)C(=O)N 1-(5-fluoro-2-{3-[4-(morpholin-4-carbonyl)-piperazin-1-yl]-phenylamino}-pyrimidin-4-yl)-1H-indole-3-carboxylic acid amide